2-(((2,2-dimethoxyethyl)amino)methylene)-4-methoxy-3-oxo-butyric acid COC(CNC=C(C(=O)O)C(COC)=O)OC